C(C)OC(=O)C1=CC2=C(C=C1)N(C=1C(=NC3=CC=CC=C3C12)C1=CC=CC=C1)C1=NC=CC=C1 6-phenyl-7-(pyridin-2-yl)-7H-indolo[2,3-c]quinoline-10-carboxylic acid ethyl ester